rac-N-[(5R,6S)-5-[([1,1'-biphenyl]-3-yl)methyl]-4-oxo-3-(propan-2-yl)-3,4,5,6,7,8-hexahydroquinazolin-6-yl]ethanesulfonamide C1(=CC(=CC=C1)C[C@@H]1C=2C(N(C=NC2CC[C@@H]1NS(=O)(=O)CC)C(C)C)=O)C1=CC=CC=C1 |r|